N-(4-(4-amino-7-methyl-5-(1-phenyl-1,2,3,6-tetrahydropyridin-4-yl)-7H-pyrrolo[2,3-d]pyrimidin-6-yl)phenyl)methacrylamide NC=1C2=C(N=CN1)N(C(=C2C=2CCN(CC2)C2=CC=CC=C2)C2=CC=C(C=C2)NC(C(=C)C)=O)C